N-(methyl-d3)pyridazine-3-carboxamide mesylate S(C)(=O)(=O)O.C(NC(=O)C=1N=NC=CC1)([2H])([2H])[2H]